N-methyl-3-(4-methyl-3,4-dihydro-2H-pyrido[3,2-b][1,4]oxazin-7-yl)-4-[4-(trifluoromethyl)phenoxy]benzene-1-sulfonamide CNS(=O)(=O)C1=CC(=C(C=C1)OC1=CC=C(C=C1)C(F)(F)F)C1=CC=2OCCN(C2N=C1)C